C(CCCCCCCC)C1=C(C=CC=C1)O.[NH4+].[K+] potassium ammonium nonylphenol